BrC=1C(=NN(C1)C)CNC(OC(C)(C)C)=O tert-butyl ((4-bromo-1-methyl-1H-pyrazol-3-yl)methyl)carbamate